N-(4-((6-((4-(4-methylpiperazin-1-yl)phenyl)amino)-1H-pyrazolo[3,4-d]pyrimidin-1-yl)methyl)phenyl)but-2-enamide CN1CCN(CC1)C1=CC=C(C=C1)NC1=NC=C2C(=N1)N(N=C2)CC2=CC=C(C=C2)NC(C=CC)=O